COC(C1=NC=2NCCCC2C=C1C=O)OC 2-(dimethoxymethyl)-5,6,7,8-tetrahydro-1,8-naphthyridine-3-formaldehyde